ClCC(=O)NC1=C(C(=CC=C1)F)O 2-chloro-N-(3-fluoro-2-hydroxyphenyl)acetamide